[N-](S(=O)(=O)C(F)(F)C(F)(F)F)S(=O)(=O)C(F)(F)C(F)(F)F.[Li+] lithium bispentafluoroethylsulfonylimide